(4S,6S)-4-fluoro-6-phenyl-5,6-dihydro-4H-pyrrolo[1,2-b]pyrazole-2-carboxylic acid F[C@H]1C[C@H](N2N=C(C=C21)C(=O)O)C2=CC=CC=C2